tert-butyl 3-(1-(1-methyl-1H-imidazol-2-yl)propan-2-yl)phenylcarbamate CN1C(=NC=C1)CC(C)C=1C=C(C=CC1)NC(OC(C)(C)C)=O